4-(9-ethyl-2-(1-methylhydrazino)-8-(pyridin-4-yl)-9H-purin-6-yl)morpholine C(C)N1C2=NC(=NC(=C2N=C1C1=CC=NC=C1)N1CCOCC1)N(N)C